ClC=1N=C(C2=C(N1)CNCC2)Cl 2,4-dichloro-5H,6H,7H,8H-pyrido[3,4-d]pyrimidine